2-(MORPHOLINOMETHYL)PYRIDIN-4-YLBORONIC ACID O1CCN(CC1)CC1=NC=CC(=C1)B(O)O